CN1CCN(CC1)CCCN1C2=CC=CC=C2SC=2C=CC=CC12 10-(3-(4-methylpiperazin-1-yl)propyl)-10H-phenothiazine